C1(=CC=CC=C1)S(=O)(=O)N1CCC(CC1)CCNC(=O)C1=CC=2C=NC=CC2N1 N-{2-[1-(benzenesulfonyl)piperidin-4-yl]ethyl}-1H-pyrrolo[3,2-c]pyridine-2-carboxamide